F[C@H]1CN(CC[C@H]1NC1=C2C=C(N(C2=CC=C1)CC(F)(F)F)C1=NOC(=N1)CNC=1C2=C(N=CN1)SC=C2)C N-[[3-[4-[[(3S,4R)-3-fluoro-1-methyl-4-piperidyl]amino]-1-(2,2,2-trifluoroethyl)indol-2-yl]-1,2,4-oxadiazol-5-yl]methyl]thieno[2,3-d]pyrimidin-4-amine